2-(nitro)phenylsulfonyl chloride [N+](=O)([O-])C1=C(C=CC=C1)S(=O)(=O)Cl